NC1=C(C#N)C=CC=C1Cl 2-amino-3-chloro-benzonitrile